(R)-3-sec-butyl-6-chloropyrimidine-2,4(1h,3h)-dione [C@@H](C)(CC)N1C(NC(=CC1=O)Cl)=O